2-[4-(diethylamino)-2-hydroxybenzoyl]benzene (octahydro-4,7-methano-1H-indenediyl)bis(methylene)diacrylate tris(beta-chloroethyl)phosphate ClCCOP(=O)(OCCCl)OCCCl.C1(CCC2C3CCC(C12)C3)(CC=CC(=O)O)CC=CC(=O)O.C(C)N(C3=CC(=C(C(=O)C1=CC=CC=C1)C=C3)O)CC